sodium tert-butyl-acrylamide C(C)(C)(C)C(C(=O)N)=C.[Na]